tert-Butyl(1-((4-(3-methyl-1-((2-(trimethylsilyl)ethoxy)methyl)-1H-pyrrolo[2,3-b]pyridin-4-yl)phenyl)amino)-1-oxo-3-phenylpropan-2-yl)carbamate C(C)(C)(C)OC(NC(C(=O)NC1=CC=C(C=C1)C1=C2C(=NC=C1)N(C=C2C)COCC[Si](C)(C)C)CC2=CC=CC=C2)=O